COC=1C=C(C=CC1)C=CC(=O)N1C(OC2(CC2)C1C1=CC=CC=C1)=O 6-(3-(3-methoxyphenyl)acryloyl)-7-phenyl-4-oxa-6-azaspiro[2.4]heptane-5-one